[1,4]Diazepin-3-yl-propionamide N1C=C(N=CC=C1)C(C(=O)N)C